CC(COC(CCC1=CC(=C(C(=C1)C)O)C(C)(C)C)=O)(C)C1OCC2(CO1)COC(OC2)C(COC(CCC2=CC(=C(C(=C2)C)O)C(C)(C)C)=O)(C)C 3,9-bis[1,1-dimethyl-2-{(3-tert-butyl-4-hydroxy-5-methylphenyl)propionyloxy}ethyl]-2,4,8,10-tetraoxaspiro[5.5]undecane